O1CCC(CC1)[C@@H](CO[Si](C(C)C)(C(C)C)C(C)C)O (S)-1-(tetrahydro-2H-pyran-4-yl)-2-((triisopropylsilyl)oxy)ethan-1-ol